1-heptadecanoyl-2-undecanoyl-sn-glycero-3-phosphocholine C(CCCCCCCCCCCCCCCC)(=O)OC[C@@H](OC(CCCCCCCCCC)=O)COP(=O)([O-])OCC[N+](C)(C)C